NC=1C=CC(=NC1)C(=O)C1(CC1)C=1C=NN(C1)C (5-Aminopyridin-2-yl)(1-(1-methyl-1H-pyrazol-4-yl)cyclopropyl)methanone